3-chloro-5-((1-((6-chloro-3-oxo-2,3-dihydropyridazin-4-yl)methyl)-4-(difluoromethyl)-6-oxo-1,6-dihydropyrimidin-5-yl)oxy)benzonitrile ClC=1C=C(C#N)C=C(C1)OC1=C(N=CN(C1=O)CC=1C(NN=C(C1)Cl)=O)C(F)F